C1(CC1)[C@@H]1[C@@H](CNC1)C1=CC2=C(N=CC(=C2N)C(F)(F)F)N1S(=O)(=O)C1=CC=CC=C1 ((cis)-4-cyclopropylpyrrolidin-3-yl)-1-(benzenesulfonyl)-5-(trifluoromethyl)-1H-pyrrolo[2,3-b]pyridin-4-amine